FC1(CC(C1)NC=1C=CC(=NC1NC1(COCC1)C)C1=CC=C(C(=O)N(C)C)C=C1)F 4-[5-[(3,3-difluorocyclobutyl)amino]-6-[(3-methyltetrahydrofuran-3-yl)amino]-2-pyridinyl]-N,N-dimethylbenzamide